C(=O)C=1C=NN(C1)C1=C2CCN(C2=CC=C1)C(=O)OC(C)(C)C Tert-butyl 4-(4-formylpyrazol-1-yl)-2,3-dihydroindole-1-carboxylate